3-[[4-[2-amino-3-[1-(trifluoromethyl)cyclopropyl]propoxy]-6-(2,6-dimethylphenyl)pyrimidin-2-yl]sulfamoyl]benzoic acid NC(COC1=NC(=NC(=C1)C1=C(C=CC=C1C)C)NS(=O)(=O)C=1C=C(C(=O)O)C=CC1)CC1(CC1)C(F)(F)F